CC/C=C\\C/C=C\\C/C=C\\CCCCCCCC(=O)O[C@H]1CC[C@@]2([C@H]3CC[C@]4([C@H]([C@@H]3CC=C2C1)CC[C@@H]4[C@H](C)CCCC(C)C)C)C The molecule is a cholesterol ester obtained by the formal condensation of cholesterol with (9Z,12Z,15Z)-octadeca-9,12,15-trienoic acid. It has a role as a mouse metabolite. It derives from an alpha-linolenic acid.